F[C@H]1CN(CC[C@H]1OC)C1=NC=CC(=N1)NC=1N=CC2=C(C=NC(=C2C1)C(C)C)N1[C@@H]([C@H](C1)CS(=O)(=O)C)C N-{2-[(3S,4R)-3-fluoro-4-methoxy-piperidin-1-yl]pyrimidin-4-yl}-8-[(2R,3S)-3-(methanesulfonyl-methyl)-2-methylazetidin-1-yl]-5-(propan-2-yl)-2,6-naphthyridin-3-amine